NC1=CC=C2C(=N1)NN(C2=O)C(C)C 6-Amino-2-isopropyl-1,2-dihydro-3H-pyrazolo[3,4-b]pyridin-3-one